tris(isobutylamino)silane C(C(C)C)N[SiH](NCC(C)C)NCC(C)C